[Si](C)(C)(C(C)(C)C)C#CC1=NC=C(C(=N1)C)C1=C(C2=C(N=CN=C2N)N1C)C1=CC[C@@H](CC1)C(=O)N1CCCC1 6-{2-[2-(Tert-butyldimethylsilyl)ethynyl]-4-methylpyrimidin-5-yl}-7-methyl-5-[(4R)-4-(pyrrolidin-1-carbonyl)cyclohex-1-en-1-yl]-7H-pyrrolo[2,3-d]pyrimidin-4-amine